4-(1,1-dimethylethyl)-2-methyl-6-(1,1,3,3-tetramethylbutyl)phenol CC(C)(C)C1=CC(=C(C(=C1)C(CC(C)(C)C)(C)C)O)C